CC1=C(OCC(=O)N[C@H]([C@H](C[C@H](CC2=CC=CC=C2)NC([C@H](C(C)C)N2C(N=CC=C2)=O)=O)O)CC2=CC=CC=C2)C(=CC=C1)C (2S)-N-[(2S,4S,5S)-5-[[2-(2,6-dimethylphenoxy)acetyl]amino]-4-hydroxy-1,6-diphenylhexan-2-yl]-3-methyl-2-(2-oxo-1,3-diazin-1-yl)butanamide